3-((5-((1-(2,3-dihydrobenzo[b][1,4]dioxin-6-yl)-2-oxo-1,2-dihydropyridin-3-yl)methoxy)-2-formyl-4-tolyloxy)methyl)benzonitrile O1C2=C(OCC1)C=C(C=C2)N2C(C(=CC=C2)COC=2C(=CC(=C(C2)C)C=O)OCC=2C=C(C#N)C=CC2)=O